ClC1=C(C=C(OCC(=O)NC23CC(C2)(C3)NC(=O)N3C(C2=CC=CC=C2CC3)CC(=O)O)C=C1)F [2-({3-[2-(4-chloro-3-fluorophenoxy)acetamido]bicyclo[1.1.1]pentan-1-yl}carbamoyl)-1,2,3,4-tetrahydroisoquinolin-1-yl]acetic acid